3-methyl-3,4-dihydro-1H-2,1-benzoxaborole-1-ol CC1OB(C=2C1CC=CC2)O